FC(F)(F)OC(=O)N1[C@H](CN([C@@H](C1)C)CC1=CC=CC=C1)C1=CC=CC=C1.FC(C(=O)N1[C@H](CN[C@@H](C1)C)C1=CC=CC=C1)(F)F 2,2,2-trifluoro-1-[(2S,5R)-5-methyl-2-phenyl-piperazin-1-yl]ethanone Trifluoromethyl-(2S,5R)-4-benzyl-5-methyl-2-phenyl-piperazine-1-carboxylate